ClC1=C(C(=C(C=C1OC([2H])([2H])[2H])OC([2H])([2H])[2H])Cl)C1=CC2=C(N=C(N=C2)N[C@H]2[C@H](COC2)NC(C=C)=O)C(=N1)NC([2H])([2H])[2H] N-((3R,4S)-4-((6-(2,6-dichloro-3,5-bis(methoxy-d3)phenyl)-8-((methyl-d3)amino)pyrido[3,4-d]pyrimidin-2-yl)amino)tetrahydrofuran-3-yl)acrylamide